3-(Methoxy-methyl)-4-((4-(methylsulfonyl)-benzyl)oxy)benzaldehyde COCC=1C=C(C=O)C=CC1OCC1=CC=C(C=C1)S(=O)(=O)C